C(CCC)C=1OC2=C(C1C(=O)C1=CC(=C(C(=C1)I)OCCCl)I)C=CC=C2 (2-butyl-1-benzofuran-3-yl)[4-(2-chloroethoxy)-3,5-diiodophenyl]methanone